butyl (1-(4-(2-(2-aminopyridin-3-yl)-5-(4-fluorophenyl)-3H-imidazo[4,5-b]pyridin-3-yl)benzyl)piperidin-4-yl)(methyl-d3)carbamate NC1=NC=CC=C1C1=NC=2C(=NC(=CC2)C2=CC=C(C=C2)F)N1C1=CC=C(CN2CCC(CC2)N(C(OCCCC)=O)C([2H])([2H])[2H])C=C1